FC(CC)(F)C=1C=C(C=CC1)NC(=O)C=1[N+](=C(NC1C)C=1C=C(C(=CC1)OC)C1=C(C=C(C=C1C)CCC)C)[O-] 4-((3-(1,1-difluoropropyl)phenyl)carbamoyl)-2-(6-methoxy-2',6'-dimethyl-4'-propyl-[1,1'-biphenyl]-3-yl)-5-methyl-1H-imidazole 3-oxide